monomethyl(2-methyl-1-oxopropyl)phosphonate COP([O-])(=O)C(C(C)C)=O